BrC=1C=C2CC(CC2=CC1)(C)C (R)-5-bromo-2,2-dimethyl-2,3-dihydro-1H-inden